C(C)N(C(C1=C(C=CC(=C1)F)OC1=C(N=CN=N1)N1CC2(CN(C2)C(CCO)C(C)C)CC1)=O)C(C)C N-ethyl-5-fluoro-2-((5-(2-(1-hydroxy-4-methylpentan-3-yl)-2,6-diazaspiro[3.4]octan-6-yl)-1,2,4-triazin-6-yl)oxy)-N-isopropylbenzamide